C12C(C(C(C=C1)C2)C(=O)OCC2=CC=CC=C2)C(=O)OCC2=CC=CC=C2 exo,exo-dibenzyl bicyclo[2.2.1]hept-5-ene-2,3-dicarboxylate